tert-butyl 9-methyl-9-((4-(4-nitrophenyl) piperazin-1-yl) methyl)-3-azaspiro[5.5]undecane-3-carboxylate CC1(CCC2(CCN(CC2)C(=O)OC(C)(C)C)CC1)CN1CCN(CC1)C1=CC=C(C=C1)[N+](=O)[O-]